bromothiophosphorus BrS[P]